(5-(furan-3-yl)-1H-Pyrrolo[3,2-b]pyridin-2-yl)(piperidin-1-yl)methanone O1C=C(C=C1)C1=CC=C2C(=N1)C=C(N2)C(=O)N2CCCCC2